(S)-2-amino-3-methyl-butyric acid (2R,3R,11R)-3-isobutyl-9,10-dimethoxy-1,3,4,6,7,11-hexahydro-2H-pyrido[2,1-a]isoquinolin-2-yl ester C(C(C)C)[C@H]1[C@@H](CC=2N(CCC3=CC(=C(CC23)OC)OC)C1)OC([C@H](C(C)C)N)=O